4-amino-3-bromo-2-iodo-1-(methyl-d3)-1H-pyrrolo[3,2-C]pyridine-7-carbonitrile NC1=NC=C(C2=C1C(=C(N2C([2H])([2H])[2H])I)Br)C#N